FC(C1=NOC=N1)(F)F 3-(trifluoromethyl)-1,2,4-oxadiazole